P(=O)(OC(C)(C)C)(OCN1C=C(C2=CC(=CC=C12)OC)CCN(C)C)O tert-butyl [3-[2-(dimethylamino)ethyl]-5-methoxy-indol-1-yl]methyl hydrogen phosphate